C1(CC1)C1=NN(C(=N1)N)C1CCOCC1 3-cyclopropyl-1-(tetrahydro-2H-pyran-4-yl)-1H-1,2,4-triazol-5-amine